β-methoxyethoxyether COCCOOOCCOC